7-bromo-3-(2-chloro-6-fluorophenyl)-6-fluoroquinolin-4(1H)-one BrC1=C(C=C2C(C(=CNC2=C1)C1=C(C=CC=C1F)Cl)=O)F